COC1=CC=C(C=N1)OC1CCN(CC1)C1=C(C=C(N=N1)C(=O)NCC1=NC=NC=C1)C 6-{4-[(6-methoxypyridin-3-yl)oxy]piperidin-1-yl}-5-methyl-N-(pyrimidin-4-ylmethyl)pyridazine-3-carboxamide